NC1=NC=CC2=C(C=CC=C12)C=1C=C2C(=NN(C2=CC1)[C@H](C)CC)COC1=C(C=CC=C1)CC(=O)OCC (R)-ethyl 2-(2-((5-(1-aminoisoquinolin-5-yl)-1-(sec-butyl)-1H-indazol-3-yl)methoxy)phenyl)acetate